C(N)(OC=1C=CN2C=COCC21)=O pyrrolo[1,2-d][1,4]oxazin-8-yl carbamate